FC=1C=C(C=CC1F)NC(C1=CC(=C(C=C1)F)C(C(=O)N(CCCO)CC)(F)F)=O N-(3,4-difluorophenyl)-3-(2-(ethyl(3-hydroxypropyl)amino)-1,1-difluoro-2-oxoethyl)-4-fluorobenzamide